6'-((6-amino-5-methoxypyrimidin-4-yl)amino)-8'-methyl-2'H-spiro[cyclohexane-1,3'-imidazo[1,5-a]pyridine]-1',5'-dione NC1=C(C(=NC=N1)NC1=CC(=C2N(C1=O)C1(NC2=O)CCCCC1)C)OC